(5-(4-(trifluoromethyl)-phenoxy)-3,4-dihydroisoquinolin-2(1H)-yl)(1-(vinylsulfonyl)piperidin-3-yl)methanone FC(C1=CC=C(OC2=C3CCN(CC3=CC=C2)C(=O)C2CN(CCC2)S(=O)(=O)C=C)C=C1)(F)F